C(C)(C)(C)OC(=O)N1CCC2(CC1)C(C1=CC(=CC=C1C2)N2CCOCC2)=O 6-morpholino-1-oxo-1,3-dihydrospiro[indene-2,4'-piperidine]-1'-carboxylic acid tert-butyl ester